C(C1=CC=CC=C1)OC=1C(=NC=NC1OCC1=CC=CC=C1)CN1C(N(C(C1)C1=CC=C(C=C1)C#CC=1C=NC(=CC1)CN1CCOCC1)C(C)C)=O 1-((5,6-bis(benzyloxy)pyrimidin-4-yl)methyl)-3-isopropyl-4-(4-((6-(morpholinomethyl)pyridin-3-yl)ethynyl)phenyl)imidazolin-2-one